tert.-Butylisopropylcarbodiimide C(C)(C)(C)N=C=NC(C)C